C12(CCCC1)C1C(C1CO2)C(=O)N 3-oxaspiro[bicyclo[3.1.0]hexane-2,1'-cyclopentane]-6-carboxamide